5-[1-(5-amino-2-pyridyl)-3-(trifluoromethyl)pyrazol-4-yl]-N-[3-chloro-4-[[2-[[(2S,4R)-4-hydroxyprolyl]amino]cyclopropyl]methylcarbamoyl]phenyl]-1-methyl-imidazole-2-carboxamide NC=1C=CC(=NC1)N1N=C(C(=C1)C1=CN=C(N1C)C(=O)NC1=CC(=C(C=C1)C(NCC1C(C1)NC([C@H]1NC[C@@H](C1)O)=O)=O)Cl)C(F)(F)F